(Z)-1,4-bis((2S,5R)-5-isopropyl-3,6-dimethoxy-2,5-dihydropyrazin-2-yl)but-2-ene 1-(3-chloro-4-(2,6-dioxopiperidin-3-yl)-2-fluorophenyl)azetidin-3-yl(3-chloro-4-methylphenyl)carbamate ClC=1C(=C(C=CC1C1C(NC(CC1)=O)=O)N1CC(C1)N(C(O)=O)C1=CC(=C(C=C1)C)Cl)F.C(C)(C)[C@H]1N=C([C@@H](N=C1OC)C\C=C/C[C@@H]1N=C([C@H](N=C1OC)C(C)C)OC)OC